N1C=C(C2=CC=CC=C12)C1(NC2=CC=CC=C2C1=O)CC 2-(1H-indol-3-yl)-2-ethylindol-3-one